N-[2-(5-bromo-2-pyridyl)-2-(1-methylpyrazol-4-yl)propyl]-5-(2,4-difluorophenyl)isoxazole-3-carboxamide BrC=1C=CC(=NC1)C(CNC(=O)C1=NOC(=C1)C1=C(C=C(C=C1)F)F)(C)C=1C=NN(C1)C